6-(3,4-dichloro-phenyl)-pyrimidine-4-carboxylic acid (5-methoxy-pyridin-3-yl)-amide COC=1C=C(C=NC1)NC(=O)C1=NC=NC(=C1)C1=CC(=C(C=C1)Cl)Cl